5-fluoro-7-((2-methyl-4-(4-(trifluoromethyl)piperidin-1-yl)phenyl)amino)-2H-benzo[b][1,4]oxazin-3(4H)-one rac-tert-butyl-2-oxo-3,8-diazabicyclo[3.2.1]octane-8-carboxylate C(C)(C)(C)OC(=O)N1C2C(NCC1CC2)=O.FC2=CC(=CC=1OCC(NC12)=O)NC1=C(C=C(C=C1)N1CCC(CC1)C(F)(F)F)C